C(C)NC(C([C@H](C[C@H]1C(NCC1)=O)NC([C@H](CC1(CCC1)CC)NC(O[C@H](C(F)(F)C1=CC(=CC=C1)Cl)C1=CC=CC=C1)=O)=O)=O)=O (S)-2-(3-chlorophenyl)-2,2-difluoro-1-phenylethyl ((S)-1-(((S)-4-(ethylamino)-3,4-dioxo-1-((S)-2-oxopyrrolidin-3-yl)butan-2-yl)amino)-3-(1-ethylcyclobutyl)-1-oxopropan-2-yl)carbamate